4,5-Difluoro-N1-methylbenzene-1,2-diamine FC=1C=C(C(=CC1F)NC)N